C(C)(=O)O.N1N=CC(=C1)C(=O)N 1H-pyrazole-4-carboxamide acetate